O=C1C=CN(C2=CC=CC=C12)N(N=CC1=CC=C(C=C1)Cl)C(C)=O (4-oxo-4H-quinolin-1-yl)-acetyl-(4-chlorobenzylidene)hydrazine